Cl.Cl.Cl.Cl.Cl.N1C[C@H](CC1)C(C(=O)O)C 2-[(3R)-pyrrolidin-3-yl]propionic acid pentahydrochloride